C(N)(OC1=C(C(=C(C=C1)C=1C=CC(=NC1)C=1N=NN(N1)C)F)CC1=CC=CC=C1)=O benzyl-(4-(2-(2-methyltetrazol-5-yl) pyridin-5-yl)-3-fluorophenyl) carbamate